(E)-7-hexyltrideca-4,6-dienoic acid C(CCCCC)C(=C/C=C/CCC(=O)O)CCCCCC